5-bromo-2-fluoro-3-methylaniline BrC=1C=C(C(=C(N)C1)F)C